lanthanum trimethoxide C[O-].C[O-].C[O-].[La+3]